4-chloro-7,7-dimethyl-9-(1-(prop-2-yn-1-yl)piperidin-4-yl)indolo[1,2-a]quinazolin-5(7H)-one ClC=1C=2C(N=C3N(C2C=CC1)C1=CC=C(C=C1C3(C)C)C3CCN(CC3)CC#C)=O